C(CCCCCCC)(=O)O.C(CCCCCCC)(=O)O.OC1=CC=C(C=C1)C(C1=CC=CC=C1)C1=CC=C(C=C1)O bis(4-hydroxyphenyl)phenylmethane dicaprylate